(Z)-5,6,7,8-tetrahydrobenzo[8]annulene C1=CC=CC2=C1\C=C/CCCC2